CC1=C(C=CC(=C1)OC1=NC=CC=N1)N1C2=C(SC=3N=CC=C(NC1=O)C32)C(=O)N (2-methyl-4-(pyrimidin-2-yloxy)phenyl)-4-oxo-4,5-dihydro-3H-1-thia-3,5,8-triazaacenaphthylene-2-carboxamide